FC(OC=1C=C(C(=O)O)C=C(C1)S(=O)(=O)C)F 3-(difluoromethoxy)-5-(methylsulfonyl)-benzoic acid